ClC1=CC(N(C2=NC(=CC=C12)C1CC1)C1=C(C=CC=C1)Cl)=O 4-chloro-1-(2-chlorophenyl)-7-cyclopropyl-1,8-naphthyridin-2(1H)-one